C(C#C)(=O)OCCC(C)C isoamyl propynate